diethyl 6,6'-((3,4-dicyano-1,2,5,6-tetrahydrodibenzo[c,g]phenanthrene-8,13-diyl)bis(oxy))dihexanoate C(#N)C1=C(C=2CCC3=C(C2C=2C4=C(CCC12)C=C(C=C4)OCCCCCC(=O)OCC)C=CC(=C3)OCCCCCC(=O)OCC)C#N